(3-((5-fluoro-2-(3-(hydroxymethyl)-1-methyl-1H-1,2,4-triazol-5-yl)pyridin-4-yl)oxy)azetidin-1-yl)methanone FC=1C(=CC(=NC1)C1=NC(=NN1C)CO)OC1CN(C1)C=O